(3-dimethylaminopropyl)ethoxydimethylsilane CN(CCC[Si](C)(C)OCC)C